C(C)(C)(C)C1=CC=C(C=C1)C1=CC=C(C2=NN(N=C21)CC(C)C)C=2SC1=C(C2)C=CC=C1 4-(4-(tert-butyl)phenyl)-2-isobutyl-7-(benzothiophen-2-yl)-benzotriazole